C1(=CC=CC=C1)C(CNC(=O)CNCC(=O)O)C1=CC=CC=C1 N-(2,2-diphenylethyl)carbamylmethyl-glycine